FC(C=1C=C(C(=C(C#N)C1)C)OC1=C(N=CN(C1=O)CC=1C(NC=C(C1)F)=O)C(C(F)(F)F)(F)F)F 5-(difluoromethyl)-3-((1-((5-fluoro-2-oxo-1,2-dihydropyridin-3-yl)methyl)-6-oxo-4-(perfluoroethyl)-1,6-dihydropyrimidin-5-yl)oxy)-2-methylbenzonitrile